methyl butyrate (methyl butyrate) CC(C(=O)O)CC.C(CCC)(=O)OC